NC=1C=2N(C=CN1)C(=NC2C2=CC=C(C=C2)[C@@](C)(O)C2=CC(=CC=C2)C2CC2)[C@H]2CN1C(CC[C@@H]1CC2)=O (6R,8aS)-6-(8-Amino-1-{4-[(1R)-1-(3-cyclopropylphenyl)-1-hydroxyethyl]phenyl}imidazo[1,5-a]-pyrazin-3-yl)hexahydroindolizin-3(2H)-on